N(=[N+]=[N-])CCC1=C2C=CNC2=CC(=C1OC=1C=CC(=C(C(N)=N)C1)F)F 5-((4-(2-azidoethyl)-6-fluoro-1H-indol-5-yl)oxy)-2-fluoro-benzimidamide